N-methoxy-5-(methoxymethyl)-N-methylpicolinamide CON(C(C1=NC=C(C=C1)COC)=O)C